pentacyclo[8.6.1.112,15.02,9.011,16]-octadec-5,13-diene C12C3CCC=CCCC3C(C3C4C=CC(C31)C4)C2